C(#N)C1(CCN(CC1)S(=O)(=O)C1=CC=C(C=C1)NC(NCC=1C=NC=CC1)=O)C1=CC=C(C=C1)C 3-{4-[4-cyano-4-(4-methylphenyl)piperidine-1-sulfonyl]phenyl}-1-(pyridin-3-ylmethyl)urea